2-[4-[3-[3-(difluoromethoxy)-4-[3-hydroxy-3-(trifluoromethyl)azetidine-1-carbonyl]-5-methoxyphenyl]-4-(difluoromethyl)-2-methylindazol-6-yl]pyrazol-1-yl]-N,N-dimethylacetamide FC(OC=1C=C(C=C(C1C(=O)N1CC(C1)(C(F)(F)F)O)OC)C=1N(N=C2C=C(C=C(C12)C(F)F)C=1C=NN(C1)CC(=O)N(C)C)C)F